OC(=O)C(F)(F)F.C(C1=CN=CC=C1)(=O)O nicotinic acid TFA salt